NC1=NC=NC2=C(C=C(C=C12)C1=CC(=CC=C1)NC1=CC=CC=C1)C=1C=C(C=CC1)NC(C=C)=O N-(3-(4-amino-6-(3-(phenylamino)phenyl)quinazolin-8-yl)phenyl)acrylamide